N-[4-[[3-[2-(1r,4r)-[(4-aminocyclohexyl)amino]pyrimidin-4-yl]-4-pyridyl]oxy]-3-fluoro-phenyl]-2-chloro-benzenesulfonamide NC1CCC(CC1)NC1=NC=CC(=N1)C=1C=NC=CC1OC1=C(C=C(C=C1)NS(=O)(=O)C1=C(C=CC=C1)Cl)F